2-(6-bromo-1-oxospiro[3H-isoquinoline-4,1'-cyclopropane]-2-yl)-N-[(3R)-1-cyclopropylpiperidin-3-yl]acetamide BrC=1C=C2C(=CC1)C(N(CC21CC1)CC(=O)N[C@H]1CN(CCC1)C1CC1)=O